[Br-].C(C=C)(=O)NCCC[N+](CC)(CC)CC acryloylaminopropyltriethylammonium bromide